((4-(4-(methylsulfonyl)phenyl)thiazol-2-yl)amino)benzenesulfonamide CS(=O)(=O)C1=CC=C(C=C1)C=1N=C(SC1)NC1=C(C=CC=C1)S(=O)(=O)N